3-{5-{3-[4-(4-chlorothiazol-2-yl)-1H-1,2,3-triazol-1-yl]-3-deoxy-β-D-galactopyranosyl}-3-methyl-1H-1,2,4-triazol-1-yl}-5-chloro-2-cyclopropylpyridine ClC=1N=C(SC1)C=1N=NN(C1)[C@@H]1[C@H]([C@@H](O[C@@H]([C@@H]1O)CO)C1=NC(=NN1C=1C(=NC=C(C1)Cl)C1CC1)C)O